FC1=C(C=CC(=C1)C(=O)N1CCN(CC1)C(=O)C1CC1)C=1C=CC=2N(N1)C(=CC2Cl)C(=O)N 2-[2-fluoro-4-(4-cyclopropylformylpiperazin-1-yl-formyl)phenyl]-5-chloro-pyrrolo[1,2-b]pyridazine-7-carboxamide